3-((1H-benzo[d]imidazol-5-yl)ethynyl)-4-methyl-N-(4-(trifluoromethyl)pyridin-2-yl)benzamide N1C=NC2=C1C=CC(=C2)C#CC=2C=C(C(=O)NC1=NC=CC(=C1)C(F)(F)F)C=CC2C